C(C)(C)(C)OC(N(CCCOCC#C)C)=O methyl-(3-(prop-2-yn-1-yloxy)propyl)carbamic acid tert-butyl ester